(5Z)-2-[(3-amino-2,2-dimethylpropyl)amino]-5-[(1-methyl-5-nitro-1H-imidazol-2-yl)methylene]thiazol-4(5H)-one NCC(CNC=1S\C(\C(N1)=O)=C/C=1N(C(=CN1)[N+](=O)[O-])C)(C)C